(5-Bromo-4-methyl-3-nitropyridin-2-yl)(7-fluoro-1-(tetrahydro-2H-pyran-2-yl)-1H-indazol-4-yl)methanol BrC=1C(=C(C(=NC1)C(O)C1=C2C=NN(C2=C(C=C1)F)C1OCCCC1)[N+](=O)[O-])C